F[C@H]1CN(CC1)C=1C2=C(N=CN1)CN(CC2)C(=O)C2=C(OC=1N=CN=C(C12)NC1(CC1)C)C 5-{4-[(3R)-3-fluoropyrrolidin-1-yl]-5H,6H,7H,8H-pyrido[3,4-d]pyrimidine-7-carbonyl}-6-methyl-N-(1-methylcyclopropyl)furo[2,3-d]pyrimidin-4-amine